(1S*,2R*)-2-(benzyloxy)-4,4-difluorocyclohexyl methanesulfonate CS(=O)(=O)O[C@@H]1[C@@H](CC(CC1)(F)F)OCC1=CC=CC=C1 |o1:5,6|